CN(C=CC(=O)C1=C(C=CC(=C1)OC=1C(=C2C=CN(C2=CC1F)S(=O)(=O)C1=CC=C(C)C=C1)SC)F)C 3-(dimethylamino)-1-(2-fluoro-5-((6-fluoro-4-(methylsulfanyl)-1-tosyl-1H-indol-5-yl)oxy)phenyl)prop-2-en-1-one